C1(=CC=CC=C1)CCCNC(=O)N1C=NC2=NC=CC=C21 N-(3-Phenylpropyl)-1H-imidazo[4,5-b]pyridine-1-carboxamide